Vinyl-2,6,9-trioxa-4-decyl ether C(=C)OC(COC)COCCOC